iridium (2-keto)(cyclooctadiene) chloride [Cl-].O=C1C=CCCCC=C1.[Ir+3].[Cl-].[Cl-]